1-{1-(cyclohexylmethyl)-5-[(3-fluorobenzyl)oxy]-1H-pyrazol-3-yl}-N-methylmethanamine C1(CCCCC1)CN1N=C(C=C1OCC1=CC(=CC=C1)F)CNC